FC1=C(C=CC=C1)NC(=O)C1C(NCC1C1=CC(=CC=C1)C(F)(F)F)=O N-(2-fluorophenyl)-2-oxo-4-[3-(trifluoromethyl)phenyl]-3-pyrrolidinecarboxamide